NC1=NC(=NS1)CN1C(C2=CC=CC=C2C1=O)=O 2-[(5-amino-1,2,4-thiadiazol-3-yl)methyl]isoindole-1,3-dione